ClC1=CC(=C(C=C1OC)NC(=O)C1=CC2=CC=CC=C2C=C1O)OC N-(4-chloro-2,5-dimethoxyphenyl)-3-hydroxy-2-Naphthalenecarboxamide